(2E,7E)-9-hydroxy-7-methylnona-2,7-dien-5-yn-1-yl acetate C(C)(=O)OC\C=C\CC#C\C(=C\CO)\C